5-(4-((2-(3-ethylureido)oxazol-5-yl)methyl)piperidin-1-yl)-6-fluoro-N-methylpicolinamide C(C)NC(NC=1OC(=CN1)CC1CCN(CC1)C=1C=CC(=NC1F)C(=O)NC)=O